O1C(=CC=C1)CN1C2=C(SCC1=O)C=C(C=C2)C(=O)NC2=CNC1=CC=CC=C21 4-(furan-2-ylmethyl)-N-(1H-indol-3-yl)-3-oxo-3,4-dihydro-2H-benzo[b][1,4]thiazine-7-carboxamide